5-(ethylsulfonyl)-6-(3-methyl-6-(trifluoromethyl)-3H-imidazo[4,5-b]pyridin-2-yl)pyridin-2-methylamine C(C)S(=O)(=O)C=1C=CC(=NC1C1=NC=2C(=NC=C(C2)C(F)(F)F)N1C)CN